methyldimethoxysilicon propyl-carbamate C(CC)NC([O-])=O.C[Si+](OC)OC